4-methyl-2-[(2-methylpropyl)amino]-N-[(4s)-6-({3-carbamoyl-5H,7H,8H-pyrano[4,3-b]pyridin-2-yl}oxy)spiro[3.3]heptan-2-yl]-1,3-thiazole-5-carboxamide CC=1N=C(SC1C(=O)NC1CC2(C1)CC(C2)OC2=C(C=C1C(=N2)CCOC1)C(N)=O)NCC(C)C